1-amino-4-hydroxy-9,10-anthraquinone NC1=CC=C(C=2C(C3=CC=CC=C3C(C12)=O)=O)O